t-butyl (2-(2-(2-hydroxyethoxy)ethoxy)ethyl)carbamate OCCOCCOCCNC(OC(C)(C)C)=O